COC1=CC=C(C=N1)C(C(=O)O)C 2-(6-methoxypyridin-3-yl)propionic acid